C(C)C(C(=O)OCC)(CCOCCNC1=CC=C(C2=NON=C21)[N+](=O)[O-])NC(C2=NC(=C(C=C2)N2CC(C2)OC)OC[C@@H]2[C@H](C2)CO)=O Ethyl 2-ethyl-2-(6-(((1S,2S)-2-(hydroxymethyl)cyclopropyl)methoxy)-5-(3-methoxyazetidin-1-yl)picolinamido)-4-(2-((7-nitrobenzo[c][1,2,5]oxadiazol-4-yl)amino)ethoxy)butanoate